1-(4-bromo-3-methylphenyl)-3-(1-cyclopentyl-5-oxopyrrolidin-3-yl)urea BrC1=C(C=C(C=C1)NC(=O)NC1CN(C(C1)=O)C1CCCC1)C